ClC1=CC(=C(C=C1)C1=CC=C(C=C1)C1CN(C1)C(=O)N1C[C@@H]2[C@@H](OCC(N2)=O)CC1)F (4aR,8aS)-6-[3-[4-(4-Chloro-2-fluorophenyl)phenyl]azetidine-1-carbonyl]-4,4a,5,7,8,8a-hexahydropyrido[4,3-b][1,4]oxazin-3-one